(R)-2-(6-(5-chloro-2-((oxacyclohexan-4-yl)amino)pyrimidin-4-yl)-4-fluoro-1-oxoisoindolin-2-yl)propionic acid ClC=1C(=NC(=NC1)NC1CCOCC1)C1=CC(=C2CN(C(C2=C1)=O)[C@@H](C(=O)O)C)F